OCC1=CC=C(C=C1)C#CC1=CC=C(C=C1)C1=CC(=NO1)CN1C(=NC=C1)[C@H](C)O (S)-1-(1-((5-(4-((4-(hydroxymethyl)phenyl)ethynyl)phenyl)isoxazol-3-yl)methyl)-1H-imidazol-2-yl)ethan-1-ol